(2-(4,4-dimethyl-1,4-dihydroquinazolin-2-yl)thiazol-4-yl)pyridine-2-carboxylic acid CC1(N=C(NC2=CC=CC=C12)C=1SC=C(N1)C=1C(=NC=CC1)C(=O)O)C